S1C2=C(C=C1C(=O)N)CCCC2 4,5,6,7-tetrahydrobenzo[b]thiophene-2-carboxamide